4-(4-(methylsulfonyl)phenoxy)phthalonitrile CS(=O)(=O)C1=CC=C(OC=2C=C(C(C#N)=CC2)C#N)C=C1